ClC=1C(=C2C=NNC2=C(C1F)NC(C)C)C=1N=CC=2N(C1)C=C(N2)NC(=O)C2(CC2)F N-(6-(5-chloro-6-fluoro-7-(isopropylamino)-1H-indazol-4-yl)imidazo[1,2-a]pyrazin-2-yl)-1-fluorocyclopropane-1-carboxamide